CC1=NN2C(C=C(C=C2)C=2C=NN(C2)CC(=O)NC2=CC=C(C=C2)OCC(F)(F)F)=N1 2-[4-(2-Methyl-[1,2,4]triazolo[1,5-a]pyridin-7-yl)pyrazol-1-yl]-N-[4-(2,2,2-trifluoroethoxy)phenyl]acetamide